FC=1C=C(C=C(C1OC1=CC=NC2=CC(=C(C=C12)OC)OCCCNC)F)C1=NC=CC(=C1C(=O)N)OCC (3,5-difluoro-4-((6-methoxy-7-(3-(methylamino)propoxy)quinolin-4-yl)oxy)phenyl)-4-ethoxypyridine-3-carboxamide